C1(CC1)CC(C1=NN=NN1CC(F)(F)F)N1N=CC(=C1)NC([C@H](C1CCC(CC1)(F)F)NC(=O)C=1N(N=CC1)C(C)C)=O N-[(1S)-2-[[1-[2-cyclopropyl-1-[1-(2,2,2-trifluoroethyl)tetrazol-5-yl]ethyl]pyrazol-4-yl]amino]-1-(4,4-difluorocyclohexyl)-2-oxo-ethyl]-2-isopropyl-pyrazole-3-carboxamide